N-(4-((3-amino-3-oxopropyl)carbamoyl)phenyl)-1-(4-chlorophenyl)-4-methyl-5-phenyl-1H-pyrazole-3-carboxamide NC(CCNC(=O)C1=CC=C(C=C1)NC(=O)C1=NN(C(=C1C)C1=CC=CC=C1)C1=CC=C(C=C1)Cl)=O